N12CCN(CC1)CC2 1,4-diaZabicyclo-(2.2.2)octane